N-((2-(6-((cis)-2,6-dimethylmorpholino)pyridin-2-yl)-1,6-naphthyridin-7-yl)methyl)-6-methoxy-5-(methylsulfonyl)nicotinamide C[C@@H]1O[C@@H](CN(C1)C1=CC=CC(=N1)C1=NC2=CC(=NC=C2C=C1)CNC(C1=CN=C(C(=C1)S(=O)(=O)C)OC)=O)C